5-nitro-[1,1'-biphenyl]-2-ol [N+](=O)([O-])C1=CC=C(C(=C1)C1=CC=CC=C1)O